4,4'-methylene-bis-aniline C(C1=CC=C(N)C=C1)C1=CC=C(N)C=C1